C(CCCCCCCCCCC(=O)[O-])(=O)OCC1=CC=CC=C1 monobenzyl dodecanedioate